C(C)S(=O)(=O)NCC1C2CN(CC12)C[C@H]1CN(CC1)C(=O)OC(C)(C)C (3S)-tert-butyl 3-((6-(ethanesulfonamidomethyl)-3-azabicyclo[3.1.0]hexane-3-yl)methyl)pyrrolidine-1-carboxylate